N-(2-(4-fluoro-5-methoxy-1H-indol-3-yl)ethyl)-N-isopropyl-propan-2-amine FC1=C2C(=CNC2=CC=C1OC)CCN(C(C)C)C(C)C